NC1=NC=CC(=C1OC)C1=NN(C(=C1)P(C)(C)=O)C (3-(2-Amino-3-methoxypyridin-4-yl)-1-methyl-1H-pyrazol-5-yl)dimethylphosphine oxide